FC12CC3(CC(CC(C1)C3)C2)NC2=N\C(\C(N2C)=O)=C/C=2C=C3C=NN(C3=CC2)C (5Z)-2-[(3-Fluoro-1-adamantyl)amino]-3-methyl-5-[(1-methylindazol-5-yl)methylene]imidazol-4-one